4-Cyclopropyl-5-(2-fluorophenyl)-1H-pyrazole C1(CC1)C=1C=NNC1C1=C(C=CC=C1)F